C(C)(C)(C)OC(=O)N1[C@H](CNC(C1)=O)C (S)-2-methyl-5-oxopiperazine-1-carboxylic acid tert-butyl ester